N-((1s,3s)-3-((5-(imidazo[1,2-a]pyrimidin-6-yl)-4-methoxypyrrolo[2,1-f][1,2,4]triazin-2-yl)amino)-1-methylcyclobutyl)-N-methylacetamide N=1C=CN2C1N=CC(=C2)C=2C=CN1N=C(N=C(C12)OC)NC1CC(C1)(C)N(C(C)=O)C